BrC1=NN(C2=NC(=NC(=C21)NCC2OCCC2)NC2=C(C=C(C=C2)N2CCOCC2)OC)CC2=CC=C(C=C2)OC 3-bromo-N6-(2-methoxy-4-morpholinophenyl)-1-(4-methoxybenzyl)-N4-((tetrahydrofuran-2-yl)methyl)-1H-pyrazolo[3,4-d]pyrimidine-4,6-diamine